1-(4-((1-cyclobutylpiperidin-4-yl)oxy)phenyl)-3-(2-(piperazin-1-yl)ethyl)urea C1(CCC1)N1CCC(CC1)OC1=CC=C(C=C1)NC(=O)NCCN1CCNCC1